1-(3-((5-bromo-2-((3-methyl-1-(8-methyl-8-azabicyclo[3.2.1]octan-3-yl)-1H-pyrazol-4-yl)amino)pyrimidin-4-yl)amino)propyl)-3,3-dimethylazetidin-2-one BrC=1C(=NC(=NC1)NC=1C(=NN(C1)C1CC2CCC(C1)N2C)C)NCCCN2C(C(C2)(C)C)=O